Cl.FC(C=1C(=C(C=CC1)[C@@H](C)N)F)F (1R)-1-[3-(difluoromethyl)-2-fluorophenyl]ethan-1-amine hydrochloride salt